[Na+].[Fe+2].[O-]P([O-])(=O)OP(=O)([O-])[O-].P(=O)(O)(O)O.[Na+] sodium phosphate pyrophosphate iron sodium